C(#N)C1(CCN(CC1)C(=O)NC=1SC(=C(N1)C1=CC(=CC=C1)C#N)C1=CC(=NC(=C1)C)CO)C 4-Cyano-N-[4-(3-cyanophenyl)-5-[2-(hydroxymethyl)-6-methyl-4-pyridyl]thiazol-2-yl]-4-methyl-piperidin-1-carboxamid